5-(6-(cyclopropylmethyl)-2,6-diazaspiro[3.3]hept-2-yl)-2-(5-(8-methoxy-[1,2,4]triazolo[1,5-a]pyridin-6-yl)-4-(2,2,2-trifluoroethyl)-1H-pyrazol-3-yl)-4-methylthiazole C1(CC1)CN1CC2(CN(C2)C2=C(N=C(S2)C2=NNC(=C2CC(F)(F)F)C=2C=C(C=3N(C2)N=CN3)OC)C)C1